C(C)(C)C1=C(C(=CC=C1)C(C)C)N1CSC=C1 N-(2,6-diisopropylphenyl)thiazole